N-(3-fluoro-4-((1-isopropyl-2-oxo-2,3-dihydro-1H-imidazo[4,5-b]pyridine-7-yl)oxy)phenyl)-1-(2-fluorophenyl)-1H-1,2,3-triazole-4-carboxamide FC=1C=C(C=CC1OC1=C2C(=NC=C1)NC(N2C(C)C)=O)NC(=O)C=2N=NN(C2)C2=C(C=CC=C2)F